N-(1-((1s,4s)-4-(6-fluoroquinolin-4-yl)cyclohexyl)ethyl)-4-(pentafluoro-λ6-sulfanyl)benzamide FC=1C=C2C(=CC=NC2=CC1)C1CCC(CC1)C(C)NC(C1=CC=C(C=C1)S(F)(F)(F)(F)F)=O